4-cyano-4-(4-methoxyphenyl-(piperidine-1-sulfonyl)phenyl)-1-(pyridin-3-ylmethyl)urea C(#N)C1(C(C=NC=C1)CNC(=O)N)C1=C(C(=CC=C1)C1=CC=C(C=C1)OC)S(=O)(=O)N1CCCCC1